1-cyclopropyl-4,6-difluoro-5-iodo-1,3-benzodiazole C1(CC1)N1C=NC2=C1C=C(C(=C2F)I)F